Cl.NCC1=C(C=C(C#N)C=C1)F 4-(aminomethyl)-3-fluoro-benzonitrile hydrochloride